C1(=CC=CC=C1)C1C(C1C1=CC=CC=C1)C1=NC(=NO1)[C@H](C)NC(C1=NC=CC(=C1O)OC)=O N-((1S)-1-(5-(2,3-diphenylcyclopropyl)-1,2,4-oxadiazol-3-yl)ethyl)-3-hydroxy-4-methoxypicolinamide